5-(4-Cyclopropylpiperazin-1-yl)-N-(6-(1-methyl-1H-pyrazol-4-yl)pyridin-2-yl)-2-morpholinooxazolo[4,5-b]pyridine-6-carboxamide Hydrochloride Cl.C1(CC1)N1CCN(CC1)C1=C(C=C2C(=N1)N=C(O2)N2CCOCC2)C(=O)NC2=NC(=CC=C2)C=2C=NN(C2)C